tert-butyl (2-carbamoyl-6-((2-methoxyphenyl)amino)pyrimidin-4-yl)carbamate C(N)(=O)C1=NC(=CC(=N1)NC(OC(C)(C)C)=O)NC1=C(C=CC=C1)OC